C1=C(C=CC2=CC=CC=C12)CNC(=O)C1N(CCN(C1)S(=O)(=O)C1=CC=C(C)C=C1)C(=O)C=1SC=CC1 N-(naphthalen-2-ylmethyl)-1-(thiophene-2-carbonyl)-4-tosylpiperazine-2-carboxamide